C(C)(C)(C)OC(=O)NCC1(CCN(CC1)C=1N=CC(=NC1)SC1=C(C(=NC=C1)N1CCC(CC1)(C(=O)O)F)Cl)C 1-(4-((5-(4-(((tert-butoxycarbonyl)amino)methyl)-4-methylpiperidin-1-yl)pyrazin-2-yl)thio)-3-chloropyridin-2-yl)-4-fluoropiperidine-4-carboxylic acid